(6,7-dimethoxy-2-(4-methoxyphenyl)quinolin-4-yl)cyclohexane-1,4-diamine COC=1C=C2C(=CC(=NC2=CC1OC)C1=CC=C(C=C1)OC)C1(CCC(CC1)N)N